N1=CC(=CC=C1)N1N=C(C=C1)\C=C/1\C(NC(S1)=S)=O (5Z)-5-[[1-(3-pyridyl)pyrazol-3-yl]methylene]-2-thioxo-thiazolidin-4-one